CC=1C(NC=2C=C(C=NC2C1)CO)=O (7-methyl-6-oxo-5H-1,5-naphthyridin-3-yl)methanol